O=C1OC2=C(N1CCC(=O)OC[C@@H]1C[C@H]3N(CCC4=CC(=C(C=C34)OC)OC)C[C@H]1CC(C)C)C=CC=C2 [(2R,3S,11bR)-9,10-dimethoxy-3-(2-methylpropyl)-1H,2H,3H,4H,6H,7H,11bH-pyrido[2,1-a]isoquinolin-2-yl]methyl 3-(2-oxo-2,3-dihydro-1,3-benzoxazol-3-yl)propanoate